C(CC(C)C)C(CO)(CO)C(C)C 2-isopentyl-2-isopropyl-1,3-propanediol